FC1=C(C=CC(=N1)C(=O)NC([2H])([2H])[2H])N1CCN(CC1)CC=1C=C2NC(C=NC2=CC1)=O 6-fluoro-N-(methyl-d3)-5-(4-((3-oxo-4H-quinoxalin-6-yl)methyl)piperazin-1-yl)pyridine-2-Formamide